1,3,5-tris(pyrene-1-yl)benzene C1(=CC=C2C=CC3=CC=CC4=CC=C1C2=C34)C3=CC(=CC(=C3)C3=CC=C4C=CC2=CC=CC1=CC=C3C4=C21)C2=CC=C1C=CC4=CC=CC3=CC=C2C1=C43